CN1N=NC(=C1C(=O)OC)C1=NC(=C(C=C1)N(S(=O)(=O)C)C)C methyl 1-methyl-4-(6-methyl-5-(N-methylmethanesulfonamido) pyridin-2-yl)-1H-1,2,3-triazole-5-carboxylate